FC=1C=CC(=NC1C)C1=CC(=NC=C1)NC(OC)=O Methyl (5-fluoro-6-methyl-[2,4'-bipyridin]-2'-yl)carbamate